N1(CC[C@@H]2[C@H]1CNCC2)C(=O)OC(C)(C)C |r| Racemic-tert-butyl (cis)-octahydro-1H-pyrrolo[2,3-c]pyridine-1-carboxylate